C(C)(C)(C)C1=C(C)C(=CC(=C1)O)C(C)(C)C 2,6-di(t-butyl)-4-hydroxytoluene